(S)-2-((benzyloxy)methyl)-6,6-difluoro-4-p-toluenesulfonyl-1,4-oxazepane C(C1=CC=CC=C1)OC[C@H]1OCC(CN(C1)S(=O)(=O)C1=CC=C(C)C=C1)(F)F